3-propanoic acid hydrochloride Cl.CCC(=O)O